[N+](=O)([O-])C1=CC=C(C=C1)S(=O)(=O)N(C=1C=C(C=CC1)C)CC1=NC=CC=C1 4-Nitro-N-(pyridin-2-ylmethyl)-N-(m-tolyl)benzenesulfonamide